N-cyclopropyl-6-(3-isopropyl-5-(piperidin-4-yl)-1H-indol-2-yl)-8-methylimidazo[1,2-a]pyridine-2-carboxamide C1(CC1)NC(=O)C=1N=C2N(C=C(C=C2C)C=2NC3=CC=C(C=C3C2C(C)C)C2CCNCC2)C1